ClC1=C(C=CC=C1Cl)S(=O)(=O)NC1=C(C(=C(C(=C1)F)F)N=C=O)F 2,3-dichloro-N-(2,4,5-trifluoro-3-isocyanatophenyl)benzenesulfonamide